(Z)-5-(4-hydroxy-3-methoxybenzylidene)-3-(2-oxo-2-(4-phenylpiperazin-1-yl)ethyl)thiazolidine-2,4-dione OC1=C(C=C(\C=C/2\C(N(C(S2)=O)CC(N2CCN(CC2)C2=CC=CC=C2)=O)=O)C=C1)OC